5-(4-cyclopropyl-1H-imidazol-1-yl)-2-fluoro-N-(6-((R)-5-((R)-1-methoxyethyl)-6,7-dihydro-5H-pyrrolo[2,1-c][1,2,4]triazol-3-yl)pyridin-2-yl)-4-methylbenzamide C1(CC1)C=1N=CN(C1)C=1C(=CC(=C(C(=O)NC2=NC(=CC=C2)C=2N3C(=NN2)CC[C@@H]3[C@@H](C)OC)C1)F)C